FC1=C(C=C(OC2CC(C2)NCC2=C3C=CN=C(C3=CC=C2)N)C=C1)C(F)(F)F 5-((((1r,3r)-3-(4-fluoro-3-(trifluoromethyl)phenoxy)cyclobutyl)amino)methyl)isoquinolin-1-amine